2-carbamimidamido-N-[2-(2,5-dichlorothiophen-3-yl)ethyl]acetamide N(C(=N)N)CC(=O)NCCC1=C(SC(=C1)Cl)Cl